N,N-dimethyl-formamide sodium salt [Na].CN(C=O)C